ethylbis(1-indenyl)titanium dichloride [Cl-].[Cl-].C(C)[Ti+2](C1C=CC2=CC=CC=C12)C1C=CC2=CC=CC=C12